FC1(CCN(CC1)C(=O)C=1C=NC=CC1)C(=O)O 4-fluoro-1-(pyridine-3-carbonyl)piperidine-4-carboxylic acid